BrC=1C=C(C=CC1)C1CN(CC2=C(C=C(C=C12)Cl)Cl)C 4-(3-bromophenyl)-6,8-dichloro-2-methyl-1,2,3,4-tetrahydroisoquinoline